[1,3]-benzothioxole O1CSC2=C1C=CC=C2